C(C)OC(CSCC1=CC2=C(N(CC(CS2(=O)=O)(CC)CCCC)C2=CC=CC=C2)C=C1SC)=O Ethyl-2-(((3-butyl-3-ethyl-7-(methylthio)-1,1-dioxido-5-phenyl-2,3,4,5-tetrahydro-1,5-benzothiazepin-8-yl)methyl)thio)acetate